NC1=NC=C(C2=C1C(=NN2C(C)C)C2=C(C=C(C(=C2)F)N)F)C2CCC(CC2)=O 4-(4-amino-3-(4-amino-2,5-difluorophenyl)-1-isopropyl-1H-pyrazolo[4,3-c]pyridin-7-yl)cyclohexan-1-one